C(C)SC=1C(=CC2=C(N(C(N2C)=O)C)C1)C(=O)O 6-ethylsulfanyl-1,3-dimethyl-2-oxo-benzimidazole-5-carboxylic acid